CN(S(=O)(=O)C1=CC=C(C=C1)C1=CC=CC=C1)C N,N-dimethyl-[1,1'-biphenyl]-4-sulfonamide